3-((8-bromo-6-cyclopropylimidazo[1,2-a]pyridin-2-yl)methyl)-1H-pyrazole-5-carboxylic acid BrC=1C=2N(C=C(C1)C1CC1)C=C(N2)CC2=NNC(=C2)C(=O)O